N-(4-chloro-2-(3-methoxy-3-(trifluoromethyl)azetidine-1-carbonyl)-6-methylphenyl)-1-(3-chloropyridin-2-yl)-3-(thietan-3-yloxy)-1H-pyrazole-5-carboxamide ClC1=CC(=C(C(=C1)C)NC(=O)C1=CC(=NN1C1=NC=CC=C1Cl)OC1CSC1)C(=O)N1CC(C1)(C(F)(F)F)OC